FC1=C(C=CC=C1C(F)F)[C@@H](C)N (R)-1-(2-fluoro-3-(difluoromethyl)phenyl)ethane-1-amine